CC1(CN(C1)C=1C=C2C(=CC=NC2=CC1)C(=O)OC)CC(F)(F)F methyl 6-(3-methyl-3-(2,2,2-trifluoroethyl)azetidin-1-yl)quinoline-4-carboxylate